NC=1CC(=CC2=C(N1)C=C(S2)CC2CN(C2)C(=O)OC(C)(C)C)C(N(CCC)OCCNC(=O)OC(C)C)=O tert-butyl 3-[[5-amino-7-[2-(isopropoxycarbonylamino) ethoxy-propyl-carbamoyl]-6H-thieno[3,2-b]azepin-2-yl]methyl]azetidine-1-carboxylate